2-(3-bromopropoxy)-3-(4,4,5,5-tetramethyl-1,3-dioxolan-2-yl)benzonitrile BrCCCOC1=C(C#N)C=CC=C1C1OC(C(O1)(C)C)(C)C